ClC=1N=C(SC1)C=1N=NN(C1)[C@@H]1[C@H]([C@@H](SC=2C=NC=C(C2)C#N)O[C@@H]([C@@H]1O)CO)OC 5-Cyanopyridin-3-yl 3-[4-(4-chlorothiazol-2-yl)-1H-1,2,3-triazol-1-yl]-3-deoxy-2-O-methyl-1-thio-α-D-galactopyranoside